((((2S,3R)-3-hydroxy-1-(methylamino)-1-oxobutan-2-yl)amino)methyl)-1-oxo-2,5-diazaspiro[3.4]octane-5-carboxylic acid tert-butyl ester C(C)(C)(C)OC(=O)N1C2(CN(C2=O)CN[C@H](C(=O)NC)[C@@H](C)O)CCC1